(5-{[2-(4-chlorophenyl)imidazo[1,2-a]pyridin-3-yl]methyl}-2,5-diazabicyclo[2.2.2]oct-2-yl)(3-methylphenyl)methanone ClC1=CC=C(C=C1)C=1N=C2N(C=CC=C2)C1CN1C2CN(C(C1)CC2)C(=O)C2=CC(=CC=C2)C